ClC1=CC=CC=2C=3N(C(=NC12)NC=1C(N=CC=NC1)=O)N=C(N3)C3=CC(=CC=C3)F (6R)-6-{[7-chloro-2-(3-fluorophenyl)[1,2,4]triazolo[1,5-c]quinazolin-5-yl]amino}-1,4-diazepin-5-one